2-bromo-N-(5-(cyclopropylmethoxy)pyrimidin-2-yl)propionamide BrC(C(=O)NC1=NC=C(C=N1)OCC1CC1)C